The molecule is a flavonoid oxoanion obtained by deprotonation of the 7-hydroxy group of oroxylin A. It is the major microspecies at pH 7.3 (according to Marvin v 6.2.0.). It has a role as an antineoplastic agent and an EC 1.14.13.39 (nitric oxide synthase) inhibitor. It is a conjugate base of an oroxylin A. COC1=C(C2=C(C=C1O)OC(=CC2=O)C3=CC=CC=C3)[O-]